tert-butyl {4-bromo-5-[(2-chlorobenzyl)(methoxy)carbamoyl]thiazol-2-yl}carbamate BrC=1N=C(SC1C(N(OC)CC1=C(C=CC=C1)Cl)=O)NC(OC(C)(C)C)=O